C(C1=CC=CC=C1)OCCCCCC(=O)O 6-(Benzyloxy)hexanoic acid